tert-butyl 4-(5-fluoro-2-methylpyridin-3-yl)piperazine-1-carboxylate FC=1C=C(C(=NC1)C)N1CCN(CC1)C(=O)OC(C)(C)C